BrC1=C2C=NN(C2=CC(=C1\C=C/C)C)C1OCCCC1 (Z)-4-Bromo-6-methyl-5-(prop-1-en-1-yl)-1-(tetrahydro-2H-pyran-2-yl)-1H-indazole